The molecule is a member of the class of cinnamaldehydes that is cinnamaldehyde substituted by a hydroxy group at position 4 and a methoxy group at position 3. It has a role as an antifungal agent and a plant metabolite. It is a member of cinnamaldehydes, a phenylpropanoid and a member of guaiacols. It derives from an (E)-cinnamaldehyde. COC1=C(C=CC(=C1)/C=C/C=O)O